COC(C(CC(=O)O)C1[C@H](O)[C@@H](O)[C@H](O)[C@H](O1)CO)=O.C(C)OC(/C(=C/C1=CC=NS1)/F)=O.ClCC=1OC=CC1 (chloromethyl)furan ethyl-(Z)-2-fluoro-3-(isothiazol-5-yl)acrylate methyl-2-glucopyranosylsuccinate